[Sb](=O)=O stibium dioxide